OC1=C(C=C(C=C1)C1=CC(=C(C=C1)O)NC(=O)C=1C=C2C(OC(C2=CC1)=O)=O)NC(=O)C=1C=C2C(OC(C2=CC1)=O)=O N,N'-(4,4'-dihydroxy-[1,1'-biphenyl]-3,3'-diyl)bis(1,3-dioxo-1,3-dihydroisobenzofuran-5-carboxamide)